COC=1C=C(C(=O)N(C)[C@H](CN2CCC(CC2)OC)C(C)C)C=CC1C (S)-3-Methoxy-N-(1-(4-methoxypiperidin-1-yl)-3-methylbutan-2-yl)-N,4-dimethylbenzamide